7-{6-methoxy-3-[1-(3-methylbutyl)-1H-pyrazol-4-yl]pyridin-2-yl}quinoline COC1=CC=C(C(=N1)C1=CC=C2C=CC=NC2=C1)C=1C=NN(C1)CCC(C)C